(S)-1-(2,2-difluoroethyl)-N-(3-(2-methyl-1-(4-methyl-4H-1,2,4-triazol-3-yl)propan-2-yl)phenyl)-5-((3-methylpiperidin-1-yl)methyl)-2-oxo-1,2-dihydropyridine-3-carboxamide FC(CN1C(C(=CC(=C1)CN1C[C@H](CCC1)C)C(=O)NC1=CC(=CC=C1)C(CC1=NN=CN1C)(C)C)=O)F